1-[[2-(difluoromethoxy)pyridin-4-yl]methyl]-3-[3-(difluoromethyl)cyclobutyl]urea FC(OC1=NC=CC(=C1)CNC(=O)NC1CC(C1)C(F)F)F